BrC=1C=CC=C2C(N(C=NC12)CC1=CC=C(C=C1)OC)=O 8-bromo-3-(4-methoxybenzyl)quinazolin-4(3H)-one